ClC1=C(C=CC=C1)C1(C(CCCC1)=O)O 2-(2-chlorophenyl)-2-(hydroxy)cyclohexanone